Methyl octadeca-9,12-dienoate C(CCCCCCCC=CCC=CCCCCC)(=O)OC